CC1=CC2=C(N=C(O2)C2CCNCC2)C=C1 6-methyl-2-(piperidin-4-yl)-1,3-benzoxazole